(3-(6-chloro-7-fluoro-3-(1H-imidazol-1-yl)-5-methoxy-1-methyl-1H-indol-2-yl)-1H-1,2,4-triazol-5-yl)(morpholino)methanone ClC1=C(C=C2C(=C(N(C2=C1F)C)C1=NNC(=N1)C(=O)N1CCOCC1)N1C=NC=C1)OC